[Ru].C(=O)(O)C1=CC(=NC=C1)C1=NC(=CC(=C1)C(=O)O)C1=NC=CC(=C1)C(=O)O (4,4',4''-tricarboxyl-2,2':6',2''-terpyridine) ruthenium